1,1-bis(3-decylphenyl)phosphanamine C(CCCCCCCCC)C=1C=C(C=CC1)P(N)C1=CC(=CC=C1)CCCCCCCCCC